2-[6-[[2-(trifluoromethyl)thiazol-5-yl]methyl]-2,6-diazaspiro[3.3]heptane-2-carbonyl]-2,5-diazaspiro[3.4]octan-6-one FC(C=1SC(=CN1)CN1CC2(CN(C2)C(=O)N2CC3(C2)NC(CC3)=O)C1)(F)F